N-[3-[[4-(2-chlorophenoxy)-6-(2,6-dimethylphenyl)pyrimidin-2-yl]sulfamoyl]phenyl]acetamide ClC1=C(OC2=NC(=NC(=C2)C2=C(C=CC=C2C)C)NS(=O)(=O)C=2C=C(C=CC2)NC(C)=O)C=CC=C1